(bis(isocyanatomethyl)methane) sulfur [S].N(=C=O)CCCN=C=O